di-tert-butyl 6-(3-(dimethylamino)prop-1-ynyl)-12-methylindolo[3,2-b]carbazole-5,11-dicarboxylate CN(CC#CC1=C2C(=C(C=3N(C4=CC=CC=C4C13)C(=O)OC(C)(C)C)C)C1=CC=CC=C1N2C(=O)OC(C)(C)C)C